C1(CC1)NC1(CCC1)CNC(C1=CC=C(C=C1)C#CC1=CC=C(C=C1)F)=O N-((1-(cyclopropylamino)cyclobutyl)methyl)-4-((4-fluorophenyl)ethynyl)benzamide